9-(N-decyl-4-(dimethylamino)butyrylamino)-2,2-difluorooctadecanoic acid pentadec-8-yl ester CCCCCCCC(CCCCCCC)OC(C(CCCCCCC(CCCCCCCCC)N(CCCCCCCCCC)C(CCCN(C)C)=O)(F)F)=O